C1(CCCC1)OC1=CC(=CC=N1)C 6-(cyclopentyloxy)-4-methylpyridine